CC1CN(CCC1)C(CNC1=CC=C2CN(C(C2=C1)=O)C1C(NC(CC1)=O)=O)=O 3-[6-[[2-(3-methyl-1-piperidinyl)-2-oxo-ethyl]amino]-1-oxo-isoindolin-2-yl]piperidine-2,6-dione